3,3-dimethylpiperazine CC1(CNCCN1)C